N,2-diphenyl-7-((tetrahydro-2H-pyran-4-yl)amino)-1H-indole-5-carboxamide C1(=CC=CC=C1)NC(=O)C=1C=C2C=C(NC2=C(C1)NC1CCOCC1)C1=CC=CC=C1